ClC1=CC(=C(C=C1)C1CCN(C2=C(O1)C=CC=C2C2CCN(CC2)CC2=NC1=C(N2C[C@H]2OCC2)C=C(C=C1)C(=O)O)C)F 2-((4-(2-(4-chloro-2-fluorophenyl)-5-methyl-2,3,4,5-Tetrahydrobenzo[b][1,4]oxazepin-6-yl)piperidin-1-yl)methyl)-1-(((S)-oxetane-2-yl)methyl)-1H-benzo[d]imidazole-6-carboxylic acid